N-[(2S)-1-({(1S)-1-cyano-2-[(3S)-2-oxopyrrolidin-3-yl]ethyl}amino)-4,4-dimethyl-1-oxopentan-2-yl]-5-ethyl-1H-indole-2-carboxamide C(#N)[C@H](C[C@H]1C(NCC1)=O)NC([C@H](CC(C)(C)C)NC(=O)C=1NC2=CC=C(C=C2C1)CC)=O